C(C)C(C(=O)O)(C(=O)O)CC.ClC=1C=C(C=CC1F)NC(CN1C(=NC2=C1C=CC=C2)C2=CC=C(C(=O)NC1=CC(=CC=C1)OC)C=C2)=O 4-{1-{2-[(3-Chloro-4-fluorophenyl)amino]-2-oxoethyl}-1H-benzimidazol-2-yl}-N-(3-methoxyphenyl)benzamide diethyl-malonate